C(C1=CC=CC=C1)NC(=O)C1CN(C(C1)=O)C1=CC=C(C=C1)Cl N-benzyl-1-(4-chlorophenyl)-5-oxopyrrolidine-3-carboxamid